1-Benzyl 2-methyl (2S,4R)-4-(((methylthio)carbonothioyl)oxy)pyrrolidine-1,2-dicarboxylate CSC(=S)O[C@@H]1C[C@H](N(C1)C(=O)OCC1=CC=CC=C1)C(=O)OC